[Mn].[Fe].[Ag].[Cu] copper-silver-iron-manganese